3-(3-azabicyclo[3.1.0]hexan-6-yl)-6-chloro-1-cyclopropyl-7-fluoro-4-(trifluoromethyl)pyrazolo[4,3-c]pyridin C12CNCC2C1C1=NN(C2=C1C(=NC(=C2F)Cl)C(F)(F)F)C2CC2